ClC=1C(=C(C=CC1)C1(CCN(CC1)C(\C=C\COC)=O)NC1=CC=C2C(C(N(C2=C1)C)=O)(C)C)C 6-{[4-(3-chloro-2-methylphenyl)-1-[(2E)-4-methoxybut-2-enoyl]piperidin-4-yl]amino}-1,3,3-trimethylindol-2-one